ClC=1C=CC2=C(N=C(S2)C2CC3(CC(C3)NC(=O)C3=CC(=NC=C3)S(=O)(=O)C)C2)C1 N-[6-(5-chloro-1,3-benzothiazol-2-yl)spiro[3.3]Heptane-2-yl]-2-methylsulfonyl-pyridine-4-carboxamide